ClC1=C(C(=O)N[C@H](C(=O)O)CNC(CNC(C2=CC(=CC=C2)NC(=N)N)=O)=O)C(=CC(=C1)N1CCOCC1)Cl (S)-2-(2,6-dichloro-4-morpholinobenzamido)-3-(2-(3-guanidinobenzamido)acetamido)propanoic acid